C(C1=CC=CC=C1)(C1=CC=CC=C1)N(C=1N(C(C(=C(N1)C(=O)N[C@H]1COCC1)O)=O)C)C (R)-2-(benzhydryl(methyl)amino)-5-hydroxy-1-methyl-6-oxo-N-(tetrahydrofuran-3-yl)-1,6-dihydropyrimidine-4-carboxamide